NC1=NC=CC=C1C1=NC=2C(=NC=C(C2)C2=CC=CC=C2)N1C1=CC=C(C=C1)CNC(C1=CC=C(C=C1)N1N=C(C=C1O)C)=O N-[[4-[2-(2-amino-3-pyridyl)-6-phenyl-imidazo[4,5-b]pyridin-3-yl]phenyl]methyl]-4-(5-hydroxy-3-methyl-pyrazol-1-yl)benzamide